C([C@@H]1[C@@H]([C@@H]([C@H]([C@H](O1)OC[C@H]([C@H]([C@@H]([C@H](C(=O)O)O)O)O)O)O)O)O)O The molecule is a disaccharide consisting alpha-D-galactosyl and D-gluconic acid residues joined by a (1->6)-linkage. It is a carbohydrate acid and a disaccharide. It derives from a melibiose.